C(C)(C)(C)C1=NOC(=N1)C12CCC(CC1)(CC2)CN(C(=O)C2CCC(CC2)(F)F)C2=CC(=CC=C2)N2C=NC(=C2)C N-((4-(3-(tert-butyl)-1,2,4-oxadiazol-5-yl)bicyclo[2.2.2]octan-1-yl)methyl)-4,4-difluoro-N-(3-(4-methyl-1H-imidazol-1-yl)phenyl)cyclohexane-1-carboxamide